COC1=C(C=CC(=C1)[C@@]12CCN([C@H]2CCCC1)C)O |r| 2-methoxy-4-[rac-(3aS,7aS)-1-methyl-3,4,5,6,7,7a-hexahydro-2H-indol-3a-yl]phenol